C(CCC)N(P(C1=CC(=CC=C1)[Si](CCCC)(CCCC)CCCC)C1=C(C=CC=C1)F)P(C1=CC(=CC=C1)[Si](CCCC)(CCCC)CCCC)C1=C(C=CC=C1)F N-butyl-1-(2-fluorophenyl)-N-((2-fluorophenyl)(3-(tributylsilyl)phenyl)phosphaneyl)-1-(3-(tributylsilyl)phenyl)phosphanamine